6,7-difluoro-1-methyl-5-(5-((1-methylcyclopropyl)ethynyl)-3,4-dihydro-1,6-naphthyridin-1(2H)-yl)-[1,2,4]triazolo[4,3-a]quinazoline FC1=C2C(=NC=3N(C2=CC=C1F)C(=NN3)C)N3CCCC1=C(N=CC=C31)C#CC3(CC3)C